O=C1NC(CCC1N1C(C2=CC=C(C=C2C1)CC=1C(=NC2=CC=CC=C2C1C(=O)N)C1=C(C=CC=C1)F)=O)=O ((2-(2,6-dioxopiperidin-3-yl)-1-oxoisoindolin-5-yl)methyl)-2-(2-fluorophenyl)quinoline-4-carboxamide